3-(4-bromo-2-oxobenzo[cd]indol-1(2H)-yl)piperidine-2,6-dione BrC=1C=C2C3=C(C(N(C3=CC=C2)C2C(NC(CC2)=O)=O)=O)C1